BrC1=C(C=C2CCN(CC2=C1)C(=O)OC(C)(C)C)C tert-butyl 7-bromo-6-methyl-3,4-dihydro-1H-isoquinoline-2-carboxylate